Methyl 4-chloro-6-(cyclopropanecarboxamido)-2-fluoronicotinate ClC1=CC(=NC(=C1C(=O)OC)F)NC(=O)C1CC1